CC1=NC2=CC=CC(=C2C(N1C1C(NC(CC1)=O)=O)=O)OCCCCCCCN1CCN(CC1)C1COC1 3-(2-methyl-5-((7-(4-(oxetan-3-yl)piperazin-1-yl)heptyl)oxy)-4-oxoquinazolin-3(4H)-yl)piperidine-2,6-dione